FC(C(C)C)(F)C1=CC(=CC(=C1)F)F 1-(1,1-difluoro-2-methylpropyl)-3,5-difluorobenzene